(3R)-3-({2-[4-(trifluoromethoxy)phenyl][1,2,4]triazolo[1,5-c]quinazolin-5-yl}amino)pyrrolidin-2-one 5-Bromo-2'-deoxyuridine-5'-triphosphate P(O)(=O)(OP(=O)(O)OP(=O)(O)O)OC[C@@H]1[C@H](C[C@@H](O1)N1C(=O)NC(=O)C(=C1)Br)O.FC(OC1=CC=C(C=C1)C1=NN2C(=NC=3C=CC=CC3C2=N1)N[C@H]1C(NCC1)=O)(F)F